FC=1C=2N(C=C(C1)NC(=O)C1=CC=C(C=3C1=NON3)N3CCNCC3)C=C(N2)C N-(8-fluoro-2-methyl-imidazo[1,2-a]pyridin-6-yl)-4-piperazin-1-yl-2,1,3-benzoxadiazole-7-carboxamide